Cl.N1CC(C1)C=1C=C(C#N)C=CC1 3-(azetidin-3-yl)benzonitrile HCl